C1(=CC=CC=C1)NC1=NN2C(N=CC=C2)=C1C(=O)[O-] phenylaminopyrazolo[1,5-a]pyrimidin-3-carboxylate